7-aminoisocoumarin NC1=CC=C2C=COC(=O)C2=C1